3-(3-(4-fluorophenoxy)-4-((2,2,2-trifluoroethyl)sulfonamido)phenyl)-5-((6-(trifluoromethyl)pyridin-2-yl)amino)-1H-pyrazole-4-carboxamide FC1=CC=C(OC=2C=C(C=CC2NS(=O)(=O)CC(F)(F)F)C2=NNC(=C2C(=O)N)NC2=NC(=CC=C2)C(F)(F)F)C=C1